C(N)(=N)C=1C=C(SC1)[C@@H](C)NC(=O)[C@H]1N(CC2(OCCO2)C1)C(CNC(=O)C1=CC(=C(C=C1)C1=CC=C(C=C1)F)F)=O (S)-N-((R)-1-(4-carbamimidoylthiophen-2-yl)ethyl)-7-((2,4'-difluoro-[1,1'-biphenyl]-4-carbonyl)glycyl)-1,4-dioxa-7-azaspiro[4.4]nonane-8-carboxamide